ClC1=CC(=NC(=C1)N1[C@H](CCCC1)CC)C(=O)NC1=CC(=C(C(=O)O)C=C1)F (S)-4-(4-chloro-6-(2-ethylpiperidin-1-yl)pyridinamido)-2-fluorobenzoic acid